tert-Butyl 4-bromothiazol-5-ylcarbamate BrC=1N=CSC1NC(OC(C)(C)C)=O